[F-].C(CC)[NH+]1C=C(C=C1)C 1-Propyl-3-Methylpyrrolium fluorid